ClC1=C(CNC2=C3N=CN(C3=NC=N2)[C@H]2[C@@H](O)[C@H](O)[C@H](O2)CO)C=CC(=C1)F 6-(2-chloro-4-fluorobenzylamino)-9-β-D-arabinofuranosylpurine